C(C(=C)C)(=O)OCCCCOC(C)=O Acetoxybutyl methacrylate